COC=1C=C(C=C(C1)OC)NC1C(N(CC1)C1=NC=C(C=N1)F)=O 3-((3,5-Dimethoxyphenyl)amino)-1-(5-fluoropyrimidin-2-yl)pyrrolidin-2-one